O1C(=C(C=C1)C(=O)O)C(=O)O.[Ca] calcium furandicarboxylic acid